4-((Boc)(cyanomethyl)amino)-2,2-diphenylbutanoic acid methyl ester COC(C(CCN(CC#N)C(=O)OC(C)(C)C)(C1=CC=CC=C1)C1=CC=CC=C1)=O